4-fluoro-2-(1-hydroxyethyl)benzoic acid FC1=CC(=C(C(=O)O)C=C1)C(C)O